m-di(bromoethoxy)benzene methyl-1-(6-(benzyloxy)pyridin-2-yl)piperidine-2-carboxylate COC(=O)C1N(CCCC1)C1=NC(=CC=C1)OCC1=CC=CC=C1.BrCCOC1=CC(=CC=C1)OCCBr